O1CCN(CC1)C=1C2=C(N=CN1)N(C(=C2)C2=CC=C(C=C2)NC(NC2CCN(CC2)C(=O)OC(C)(C)C)=O)COCC[Si](C)(C)C tert-butyl 4-(3-(4-(4-morpholino-7-((2-(trimethylsilyl)ethoxy)methyl)-7H-pyrrolo[2,3-d]pyrimidin-6-yl)phenyl)ureido)piperidine-1-carboxylate